C(C)C1=C(C(=C(C(=C1C1=CC=CC=C1)C1CCCCC1)F)F)C1CCCCC1 ethyl-dicyclohexyl-3,4-difluorobiphenyl